3-(azidomethyl)-2-bromo-5-fluoropyridine N(=[N+]=[N-])CC=1C(=NC=C(C1)F)Br